C(#C)C=1C(=NN(C1)C1=CC=CC=C1)C1=CC2=CC=CC=C2C=C1 4-ethynyl-3-(naphthalen-2-yl)-1-phenyl-1H-pyrazole